(S)-5-(4-(3-aminoprop-1-yn-1-yl)phenyl)-N-(4-(2-(4-(4-chlorophenyl)-2,3,9-trimethyl-6H-thieno[3,2-f][1,2,4]triazolo[4,3-a][1,4]diazepin-6-yl)acetamido)but-2-yn-1-yl)furan-2-carboxamide NCC#CC1=CC=C(C=C1)C1=CC=C(O1)C(=O)NCC#CCNC(C[C@H]1C=2N(C3=C(C(=N1)C1=CC=C(C=C1)Cl)C(=C(S3)C)C)C(=NN2)C)=O